COC(=O)C1=NC=C(C=C1OC1=CC=CC=C1)Br 5-bromo-3-phenoxy-pyridine-2-carboxylic acid methyl ester